NC1=CC=C(C=C1)C=1OC2=C(N1)C=C(C=C2)C=2C=CC1=C(N=C(O1)C1=CC=C(C=C1)N)C2 2,2'-bis(4-aminophenyl)-5,5'-bibenzoxazole